bis-diethylamino-pentafluoroethyl-silane C(C)N(CC)[SiH](C(C(F)(F)F)(F)F)N(CC)CC